N1C=CC=2C1=NC(=CC2)C2(CC2)C(=O)N 1H-pyrrolo[2,3-b]pyridin-6-yl-cyclopropanecarboxamide